4-chloro-6-(6-(trifluoromethyl)pyridin-2-yl)-N-(2-(trifluoro-methyl)-pyridin-4-yl)-1,3,5-triazin-2-amine ClC1=NC(=NC(=N1)C1=NC(=CC=C1)C(F)(F)F)NC1=CC(=NC=C1)C(F)(F)F